C(C)OC([C@H](CC(C)(C)F)N)=O (S)-2-amino-4-fluoro-4-methylpentanoic acid ethyl ester